C(C)(C)(C)C=1C=C(C=C(C1O)C(C)(C)C)CCC(=O)OCCSCCO thiodiethyleneglycol [3-(3,5-di-tert-butyl-4-hydroxyphenyl) propionate]